tert-butyl-4'-(2-hydroxy-ethoxy)-4''-pyrrolidin-1-yl-[1,1':3',1'']-terphenyl-4-carboxylic acid C(C)(C)(C)C1=C(C=CC(=C1)C(=O)O)C1=CC(=C(C=C1)OCCO)C1=CC=C(C=C1)N1CCCC1